5-(2-bromo-3-((4-fluoro-2-(trifluoromethyl)phenyl)(methoxy)methyl)-5,6-dihydroimidazo[1,2-a]pyrazin-7(8H)-yl)-4-chloropyridazin-3(2H)-one BrC=1N=C2N(CCN(C2)C2=C(C(NN=C2)=O)Cl)C1C(OC)C1=C(C=C(C=C1)F)C(F)(F)F